acrylic acid hydroxyethyl-phosphate OCCOP(=O)(O)O.C(C=C)(=O)O